4-{1-[N-methyl-5-(4,5-difluoro-1H-indole-2-carbonyl)-2H,4H,5H,6H,7H-pyrazolo[4,3-c]pyridine-3-amido]cyclopropyl}benzoic acid CN(C(=O)C=1NN=C2C1CN(CC2)C(=O)C=2NC1=CC=C(C(=C1C2)F)F)C2(CC2)C2=CC=C(C(=O)O)C=C2